C(CCCCC)OC(CCCCCCCCCCC)=O Hexyllaurate